4-chloromethyl-1,3-xylylene diisocyanate ClCC1=C(C=C(C=C1)CN=C=O)CN=C=O